NC=1C2=C(N=C(N1)N1CCOCC1)CN(CC2)C(=O)OC(C)(C)C tert-butyl 4-amino-2-morpholino-5,6-dihydropyrido[3,4-d]pyrimidine-7(8H)-carboxylate